CN1C=C(C=2C(N(C=CC21)C)=O)NC2=CC(=NC=C2C(=O)NC)NC2=NC=C(C=C2)F 4-((1,5-Dimethyl-4-oxo-4,5-dihydro-1H-pyrrolo[3,2-c]pyridin-3-yl)amino)-6-((5-fluoropyridin-2-yl)amino)-N-methylnicotinamide